rac-(1SR,6RS,7SR)-3-oxo-2-azabicyclo[4.2.0]oct-4-ene-7-carboxylic acid tert-butyl ester C(C)(C)(C)OC(=O)[C@@H]1[C@H]2C=CC(N[C@H]2C1)=O |r|